ethyl (2R)-2-(tert-butoxycarbonylamino)pentanoate C(C)(C)(C)OC(=O)N[C@@H](C(=O)OCC)CCC